N-(8-(butan-2-yl)-2-chloroimidazo[1,2-b]pyridazin-7-yl)-N'-(6-(1H-1,2,3-triazol-1-yl)-5-(trifluoromethyl)pyridin-3-yl)urea CC(CC)C=1C=2N(N=CC1NC(=O)NC=1C=NC(=C(C1)C(F)(F)F)N1N=NC=C1)C=C(N2)Cl